tert-Butyl 3-(3-amino-6-chloropyrazin-2-yl)azetidine-1-carboxylate NC=1C(=NC(=CN1)Cl)C1CN(C1)C(=O)OC(C)(C)C